3-(5-methoxypyridin-2-yl)-N-(5-(tetrahydro-2H-pyran-4-yloxy)pyridin-2-yl)-1,2,4-thiadiazol-5-amine COC=1C=CC(=NC1)C1=NSC(=N1)NC1=NC=C(C=C1)OC1CCOCC1